N1=C(C=CC=2CCCNC12)CCCCCOC1CN(C1)C(C(=O)O)C=1C=CC=C2C(COC(C12)(C)C)(C)C 2-(3-((5-(5,6,7,8-tetrahydro-1,8-naphthyridin-2-yl)pentyl)oxy)azetidin-1-yl)-2-(1,1,4,4-tetramethylisochroman-8-yl)acetic acid